Cl.N[C@H](C(=O)N)CC1C(NC(C1)([2H])[2H])=O (2S)-2-amino-3-(2-oxopyrrolidin-3-yl-5,5-d2)propanamide hydrochloride